methyl (2R,4R)-1-(4-methoxybenzyl)-2-methylpiperidine-4-carboxylate COC1=CC=C(CN2[C@@H](C[C@@H](CC2)C(=O)OC)C)C=C1